C(C)(C)(C)S(=O)N=C(C)C=1SC=C(N1)C1=CC(=CC=2C=COC21)COC2=C(C=CC=C2)CC(=O)OCC ethyl 2-(2-((7-(2-(1-((tert-butylsulfinyl)imino)ethyl)thiazol-4-yl)benzofuran-5-yl)methoxy)phenyl)acetate